FS(=O)(=O)N[N-]NS(=O)(=O)F.[Li+] lithium bis(fluorosulfonamido)amide